C(C1=CC=CC=C1)OC=1C=CC2=C(C(=C(O2)C)C(=O)N2C[C@@H](CC2)N(C)C)C1 (R)-(5-(benzyloxy)-2-methylbenzofuran-3-yl)(3-(dimethylamino)pyrrolidin-1-yl)methanone